COC=1C=C2C(=CNC2=CC1)C1N(CCC2=CC=CC=C12)C1=CC=CC=C1 1-(5-methoxy-1H-indol-3-yl)-2-phenyl-1,2,3,4-tetrahydroisoquinoline